N-(4-ethylphenyl)-6-(7-(1-methyl-1H-pyrazol-4-yl)imidazo[1,2-a]pyridin-3-yl)pyridin-2-amine C(C)C1=CC=C(C=C1)NC1=NC(=CC=C1)C1=CN=C2N1C=CC(=C2)C=2C=NN(C2)C